C(CCCCCCCCCCC\C=C/CCCCCCCCCCCCCCCCCCCCCC\C=C/CCCCCCCCCCCC(=O)N)(=O)N hexamethylenebiserucamide